2-OXOINDOLINE-3-CARBALDEHYDE O=C1NC2=CC=CC=C2C1C=O